O1CCOC2=C1C=CC(=C2)S(=O)(=O)N2CC(OCC2)C2=C(SC1=C2C=CC=C1)C(=O)N (4-(2,3-dihydro-1,4-benzodioxin-6-yl-sulfonyl)morpholin-2-yl)benzothiophene-2-carboxamide